(S)-2-(methylthio)-1-((R)-2-(5-(p-tolyl)imidazol-2-yl)piperidin-1-yl)propan-1-one CS[C@H](C(=O)N1[C@H](CCCC1)C=1NC(=CN1)C1=CC=C(C=C1)C)C